4-[4-[(3S)-1-(3-fluoropropyl)pyrrolidin-3-yl]oxyphenyl]-3-(6-quinolyl)-2H-thiochromen-7-ol FCCCN1C[C@H](CC1)OC1=CC=C(C=C1)C1=C(CSC2=CC(=CC=C12)O)C=1C=C2C=CC=NC2=CC1